C1=CC(=CC=2C3=CC=CC=C3C=CC12)OC(CC(C)=O)=O phenanthrene-3-yl-3-oxobutyrate